FC=1C=C(C=CC1CN1CCC(CC1)(C1=NC=CC=C1)CCC1=CC=CC=C1)NC(C)=O N-(3-fluoro-4-((4-phenethyl-4-(pyridin-2-yl)piperidin-1-yl)methyl)phenyl)acetamide